eicosyl 4-chlorobutyrate ClCCCC(=O)OCCCCCCCCCCCCCCCCCCCC